C(O)CN.O=C1NCCC1 ketopyrrolidine ethanolamine salt